OC1CCN(CC1)C(=O)O 4-hydroxypiperidin-1-carboxylic acid